3-(2-methyl-4-(trifluoromethoxy)benzyl)-6-(piperidin-4-yl)isobenzofuran-1(3H)-one hydrochloride Cl.CC1=C(CC2OC(C3=CC(=CC=C23)C2CCNCC2)=O)C=CC(=C1)OC(F)(F)F